2-(4-(((2R)-7-oxabicyclo[2.2.1]heptan-2-yl)amino)pyrido[3,4-d]pyridazin-1-yl)-5-(trifluoromethyl)phenol C12[C@@H](CC(CC1)O2)NC=2N=NC(=C1C2C=NC=C1)C1=C(C=C(C=C1)C(F)(F)F)O